CC1=CC(=CC(=C1N)C)C2=CC(=C(C(=C2)C)N)C Tetramethylbenzidine